NC1=C2NC(N(C2=NC(=N1)OCCOC)CC1=CC=C(C(=O)NCC2=CC=C(C=C2)B(O)O)C=C1)=O (4-((4-((6-amino-2-(2-methoxyethoxy)-8-oxo-7,8-dihydro-9H-purin-9-yl)methyl)benzamido)methyl)phenyl)boronic acid